C(C)(C)C1N2C(C3=CC(=C(C=C3C1)C1=CC=CC=C1)C(=O)OC)=CC(C(=C2)C(=O)O)=O 6-isopropyl-10-(methoxycarbonyl)-2-oxo-9-phenyl-6,7-dihydro-2H-pyrido[2,1-a]isoquinoline-3-carboxylic acid